(3-(5-(2-(((1R,5S,6r)-3,3-dioxido-3-thiabicyclo[3.1.0]hexan-6-yl)amino)pyrimidin-4-yl)-2-(4-methyltetrahydro-2H-pyran-4-yl)thiazol-4-yl)-2-fluorophenyl)acetamide O=S1(C[C@H]2C([C@H]2C1)NC1=NC=CC(=N1)C1=C(N=C(S1)C1(CCOCC1)C)C=1C(=C(C=CC1)CC(=O)N)F)=O